2-bromo-6-fluoro-3-phenyl-1-{[2-(trimethylsilyl)ethoxy]methyl}-1H-pyrrolo[3,2-b]pyridine BrC1=C(C2=NC=C(C=C2N1COCC[Si](C)(C)C)F)C1=CC=CC=C1